Tert-butyl 4-{5-[5-(1-tert-butyl-5-fluoropyrazole-4-amido)-4-fluoro-2-methylphenyl]-7-(morpholin-4-yl)indazol-1-yl}piperidine-1-carboxylate C(C)(C)(C)N1N=CC(=C1F)C(=O)NC=1C(=CC(=C(C1)C=1C=C2C=NN(C2=C(C1)N1CCOCC1)C1CCN(CC1)C(=O)OC(C)(C)C)C)F